3-((1,1,1-trifluoropropan-2-yl)oxy)benzaldehyde FC(C(C)OC=1C=C(C=O)C=CC1)(F)F